C(C)(C)(C)OC(N(C)CC(=O)NC1(CCC(CC1)C=1C=C2C(=C(NC2=CC1)C=1C=C(C=2N(C1)N=CN2)OC)C(C)C)C)=O tert-Butyl(2-((4-(3-isopropyl-2-(8-methoxy-[1,2,4]triazolo[1,5-a]pyridin-6-yl)-1H-indol-5-yl)-1-methylcyclohexyl)amino)-2-oxoethyl)(methyl)carbamate